CN1CC(CC1)=O methylpyrrolidin-3-one